ClC1=C(C=C(C=C1)OC1=CC=CC=C1)C(C=O)=O 2-(2-chloro-5-phenoxyphenyl)-2-oxoacetaldehyde